C[C@@H]1CN(C[C@@H](C1)NC1=C2C(=NC=C1C=1OC=C(N1)C)NC=C2)CCC#N 3-((3S,5R)-3-methyl-5-((5-(4-methyloxazol-2-yl)-1H-pyrrolo[2,3-b]pyridin-4-yl)amino)piperidin-1-yl)propanenitrile